FC(C(C(C(C(C(F)(F)F)(F)F)(F)F)(F)F)(F)F)(F)F.F[C] fluorocarbon compound with perfluorohexane